C=1(C(=CC=CC1O)C(=O)[O-])C.[Cu+2].C=1(C(=CC=CC1O)C(=O)[O-])C copper cresolate